(2R,3S,4S)-2-(2,6-dichloro-9H-purin-9-yl)tetrahydrofuran-3,4-diol ClC1=NC(=C2N=CN(C2=N1)[C@@H]1OC[C@@H]([C@@H]1O)O)Cl